2-bromo-6-chloro-pyridin-3-amine BrC1=NC(=CC=C1N)Cl